(5S)-2-(Cyclopropanecarbonylamino)-N-(cyclopropylmethyl)-5-[2-[(2-methyl-3-pyridyl)amino]imidazol-1-yl]-4,5,6,7-tetrahydrobenzothiophene-3-carboxamide C1(CC1)C(=O)NC=1SC2=C(C1C(=O)NCC1CC1)C[C@H](CC2)N2C(=NC=C2)NC=2C(=NC=CC2)C